6-bromo-5-methoxy-2-(tetrahydro-2H-pyran-4-yl)benzo[d]oxazole BrC1=CC2=C(N=C(O2)C2CCOCC2)C=C1OC